BrC1=CC=C(C=C1)C(C#N)(F)F 2-(4-bromophenyl)-2,2-difluoroacetonitrile